5-(2-fluoro-6-methoxyphenyl)pyridazine-4-carboxylic acid FC1=C(C(=CC=C1)OC)C=1C(=CN=NC1)C(=O)O